FC(C1=C(N)C=CC=C1)(F)F 2-trifluoromethylaniline